Benzyl-(S,E)-2-((3-(7-(dimethylamino)-2-((dimethylcarbamoyl)oxy)-7-oxohept-5-enamido)-2-oxopyridin-1(2H)-yl)methyl)-5-fluoro-1H-indol-1-carboxylat C(C1=CC=CC=C1)OC(=O)N1C(=CC2=CC(=CC=C12)F)CN1C(C(=CC=C1)NC([C@H](CC\C=C\C(=O)N(C)C)OC(N(C)C)=O)=O)=O